N-ethyl-N-[2-[4-[5-methyl-1-[4-(trifluoromethoxy)phenyl]pyrazol-3-yl]piperazin-1-yl]ethyl]cyclohexanamine C(C)N(C1CCCCC1)CCN1CCN(CC1)C1=NN(C(=C1)C)C1=CC=C(C=C1)OC(F)(F)F